1-(2-(pyrimidin-4-yl)nicotinoyl)-4-(3-(trifluoromethyl)benzyl)piperidine-4-carbonitrile N1=CN=C(C=C1)C1=C(C(=O)N2CCC(CC2)(C#N)CC2=CC(=CC=C2)C(F)(F)F)C=CC=N1